{2-[(2-methoxyethyl)amino]-7-oxo-4-(prop-2-yl)-6h,7h-thieno[2,3-d]pyridazin-6-yl}-N-(pyrimidin-2-yl)acetamide COCCNC1=CC2=C(C(N(N=C2C(C)C)CC(=O)NC2=NC=CC=N2)=O)S1